ClC1=C(C=C(C=C1)[C@H]1[C@@H](NC=2C=3C1=NNC(C3C=C(C2)F)=O)C)F (8S,9S)-9-(4-chloro-3-fluorophenyl)-5-fluoro-8-methyl-2,7,8,9-tetrahydro-3H-pyrido[4,3,2-de]phthalazin-3-one